O=C1CC(CN1C=1N=C(C=2N(C1)C=CN2)C2=CC=C(C=C2)C(F)(F)F)C(=O)OC methyl 5-oxo-1-(8-(4-(trifluoromethyl)phenyl)imidazo[1,2-a]pyrazin-6-yl)pyrrolidine-3-carboxylate